4-[2-[[(2-Hydroxyphenyl)methyl]amino]ethyl]-2,5-dimethoxybenzonitrile hydrochloride Cl.OC1=C(C=CC=C1)CNCCC1=CC(=C(C#N)C=C1OC)OC